(5S,8S,10R,E)-8-amino-10-hydroxy-5-methyl-1,6-diazacyclododec-3-ene-2,7-dione N[C@@H]1C(N[C@H](/C=C/C(NCC[C@H](C1)O)=O)C)=O